COC([O-])=O.C(C)N1C=[N+](C=C1)C 1-ethyl-3-methylimidazolium methyl-carbonate